1-(8-(1-((2-carboxyphenyl)amino)ethyl)-6-methyl-4-oxo-4H-chromen-2-yl)-3-methylazetidine-3-carboxylic acid C(=O)(O)C1=C(C=CC=C1)NC(C)C=1C=C(C=C2C(C=C(OC12)N1CC(C1)(C(=O)O)C)=O)C